(S)-3-(5-(3-aminoisoquinolin-1-yl)-1-oxoisoindolin-2-yl)piperidine-2,6-dione NC=1N=C(C2=CC=CC=C2C1)C=1C=C2CN(C(C2=CC1)=O)[C@@H]1C(NC(CC1)=O)=O